ClC1=C(C=CC(=C1)Cl)C=1NC=2N=C3N(C(C2N1)=O)CCCCC3 (2,4-dichlorophenyl)-3,5,6,7,8,9-hexahydro-11H-azepino[1,2-a]purin-11-one